C1(=C(C(=CC=C1)N)N)N 1,2,3-benzenetriamine